7-(methylsulfinyl)-1H-indazol CS(=O)C=1C=CC=C2C=NNC12